BrC1=C2CCOC(C2=C(C=C1)O)CCNC(OC(C)(C)C)=O tert-Butyl (2-(5-bromo-8-hydroxyisochroman-1-yl)ethyl)carbamate